FS(C1=CC=C(C=C1)NC(=O)NC=1C(=NC=CC1)OC1=C(C=CC=C1)C1(OCC1)C(F)(F)F)(F)(F)(F)F 1-(4-(pentafluoro-λ6-sulfaneyl)phenyl)-3-(2-(2-(2-(trifluoromethyl)oxetan-2-yl)phenoxy)pyridin-3-yl)urea